CS(=O)(=O)O.C1(=CC=CC=C1)S(=O)(=O)N benzenesulfonamide methanesulfonate